C(C)N1CC2(CN(C2)C=2C=CC(=NC2)NC2=NC=C(C(=N2)C2=C(C=3C(N(C=C(C3S2)C(C)C)C)=O)C)F)C1 2-(2-((5-(6-Ethyl-2,6-diazaspiro[3.3]heptan-2-yl)pyridin-2-yl)amino)-5-fluoropyrimidin-4-yl)-7-isopropyl-3,5-dimethylthieno[3,2-c]pyridin-4(5H)-one